FC1=C(C(=CC=C1)OC)C1=C(C(=O)O)C=CN=C1 3-(2-fluoro-6-methoxyphenyl)isonicotinic acid